S(=O)([O-])OS(=O)[O-].[Na+].[Na+] Disodium disulphite